BrC1=CC=C(C2=C1CCO2)NC2=NC=C(C(=N2)NC2=C(C(=O)NC)C=CC=C2)C(F)(F)F 2-((2-((4-bromo-2,3-dihydrobenzofuran-7-yl)amino)-5-(trifluoromethyl)pyrimidin-4-yl)amino)-N-methylbenzamide